9-(2-nitrophenyl)benzo[d]benzo[4,5]imidazo[2,1-b]oxazole [N+](=O)([O-])C1=C(C=CC=C1)C1=CC2=C(N=C3OC4=C(N32)C=CC=C4)C=C1